4-nitrobenzyl ((1S,3S)-3-(3-mercaptoazetidin-1-yl)cyclohexyl)carbamate SC1CN(C1)[C@@H]1C[C@H](CCC1)NC(OCC1=CC=C(C=C1)[N+](=O)[O-])=O